4-[(3-Chloro-4-fluorophenyl)amino]-6-(cis-4-{N-[(tetrahydropyran-4-yl)carbonyl]-N-methyl-amino}-cyclohexane-1-yloxy)-7-methoxy-quinazoline ClC=1C=C(C=CC1F)NC1=NC=NC2=CC(=C(C=C12)O[C@@H]1CC[C@@H](CC1)N(C)C(=O)C1CCOCC1)OC